FC1(CC(CCC1)C1=CN(C2=C1N=C(N=C2)SCC=2C=CC(=C(C2)CC(=O)O)F)C(C)C)F (-)-2-(5-(((7-(3,3-difluorocyclohexyl)-5-isopropyl-5H-pyrrolo[3,2-d]pyrimidin-2-yl)thio)methyl)-2-fluorophenyl)acetic acid